CC1=C(C(=O)NC2(CC2)C2=CC(=CC3=CC=CC=C23)C(=O)N)C=C(C=C1)OCC1N(CC1)C 4-(1-(2-Methyl-5-((1-methylazetidin-2-yl)methoxy)benzamido)cyclopropyl)-2-naphthamide